(6Z)-8-(trans-4-aminocyclohexyloxy)-5,5-dimethyl-6-(2-pyrrolidin-1-ylethoxyimino)benzo[h]quinazolin-4-amine N[C@@H]1CC[C@H](CC1)OC=1C=CC2=C(\C(\C(C=3C(=NC=NC23)N)(C)C)=N/OCCN2CCCC2)C1